tert-Butyl (3R,4R)-4-(2-methylallyloxy)pent-1-en-3-ylcarbamate CC(CO[C@@H]([C@@H](C=C)NC(OC(C)(C)C)=O)C)=C